1-hexyl-3-Methylimidazolium hexafluorophosphate F[P-](F)(F)(F)(F)F.C(CCCCC)N1C=[N+](C=C1)C